FC1=C(C(=CC(=C1)OC)F)[C@H]1[C@@H](C(N(C1)CS(=O)(=O)C)=O)NC(=O)NC1=CC=C(C=C1)F |o1:10,11| (-)-1-{(3S*,4R*)-4-(2,6-difluoro-4-methoxyphenyl)-1-[(methyl-sulfonyl)methyl]-2-oxopyrrolidin-3-yl}-3-(4-fluorophenyl)urea